CCCCCCCCCCCC(C)C Isotetradecan